N'-(3-chloro-2-piperazin-1-yl-6-quinolyl)ethane-1,2-diamine dihydrochloride Cl.Cl.ClC=1C(=NC2=CC=C(C=C2C1)NCCN)N1CCNCC1